C[Si](CCOCN1N=CC2=C(C1=O)CCCN2)(C)C 6-((2-(trimethylsilyl)ethoxy)methyl)-1,2,3,4-tetrahydropyrido(2,3-d)pyridazin-5(6H)-one